5-(3-(4-(4-(4-amino-3-(4-(2-fluoro-3-methoxyphenoxy)phenyl)1H-Pyrazolo[3,4-d]pyrimidin-1-yl)cyclohexyl)piperazin-1-yl)azetidin-1-yl)picolinic acid NC1=C2C(=NC=N1)N(N=C2C2=CC=C(C=C2)OC2=C(C(=CC=C2)OC)F)C2CCC(CC2)N2CCN(CC2)C2CN(C2)C=2C=CC(=NC2)C(=O)O